methyl-(bis(2-methyl-2-propanyl))phosphonium tetrafluoroborate F[B-](F)(F)F.C[PH+](C(C)(C)C)C(C)(C)C